C1=CC=C(C=2SC3=C(C21)C=CC=C3)C3=C(C(=NC(=C3N3C2=C(C1=CC=CC=C31)C=CN=C2)N2C3=CC=C(C=C3C=3C=C(C=CC23)C2=CC=CC=C2)C2=CC=CC=C2)N2C3=C(C1=CC=CC=C21)C=CN=C3)N3C2=C(C1=CC=CC=C31)C=CN=C2 9,9',9''-(4-(dibenzo[b,d]thiophen-4-yl)-6-(3,6-diphenyl-9H-carbazol-9-yl)pyridine-2,3,5-triyl)tris(9H-pyrido[3,4-b]indole)